CC(CC(=O)OC[C@H]1O[C@H]([C@]([C@@H]1O)(C)F)N1C2=NC(=NC(=C2N=C1)NC)NC(CC1=CC=CC=C1)=O)C [(2R,3R,4R,5R)-4-fluoro-3-hydroxy-4-methyl-5-[6-(methylamino)-2-(2-phenylacetamido)purin-9-yl]oxolan-2-yl]methyl 3-methylbutanoate